(1S,2S)-N-(6-((2R,4S)-4-((tert-butyldimethylsilyl)oxy)-2-(6-cyclopropylimidazo[1,2-b]pyridazin-2-yl)pyrrolidin-1-yl)pyrimidin-4-yl)-2-(3-chlorophenyl)cyclopropane-1-carboxamide [Si](C)(C)(C(C)(C)C)O[C@H]1C[C@@H](N(C1)C1=CC(=NC=N1)NC(=O)[C@@H]1[C@H](C1)C1=CC(=CC=C1)Cl)C=1N=C2N(N=C(C=C2)C2CC2)C1